ClC=1C(=C(OC=2C(=CC(=NC2)NCC)C2=CC=C(C=C2)N2CCN(CC2)C(=O)OC(C)(C)C)C=CC1)C(=O)OC tert-butyl 4-(4-(5-(3-chloro-2-(methoxycarbonyl)phenoxy)-2-ethylaminopyridin-4-yl)phenyl)piperazine-1-carboxylate